N-[(1-benzyl-1H-benzimidazol-2-yl)-methyl]isovaleramide C(C1=CC=CC=C1)N1C(=NC2=C1C=CC=C2)CNC(CC(C)C)=O